4-Ethyl-N-[4-[(E)-3-(4-hydroxyphenyl)prop-2-enoyl]phenyl]benzenesulfonamide C(C)C1=CC=C(C=C1)S(=O)(=O)NC1=CC=C(C=C1)C(\C=C\C1=CC=C(C=C1)O)=O